C(C)OC=1N(C2=C(N1)C=CC(=C2)C(F)(F)F)F ethoxy-3-fluoro-5-(trifluoromethyl)benzimidazole